2-cyclopropyl-6-fluoropyridine C1(CC1)C1=NC(=CC=C1)F